but-1-yl-(norleucine) C(CCC)N[C@@H](CCCC)C(=O)O